ClC1=C(C(=O)Cl)C=C(C=C1Cl)Cl 2,3,5-trichlorobenzoyl chloride